C1(CC1)C1=NN(C(=C1)S(=O)(=O)Cl)C 3-cyclopropyl-1-methyl-1H-pyrazole-5-sulfonyl chloride